C(C)(=O)NC1=NC(=C(C2=CC=CC=C12)C#N)C acetamido-4-cyano-3-methylisoquinoline